N-(3-(2-(4-(2,6-dichloro-3,5-dimethoxyphenyl)-8-(methylamino)-[1,2,4]triazolo[1',5':1,6]pyrido[2,3-d]pyrimidin-2-yl)ethyl)phenyl)acrylamide ClC1=C(C(=C(C=C1OC)OC)Cl)C1=CC=2C(=NC(=NC2)NC)N2C1=NC(=N2)CCC=2C=C(C=CC2)NC(C=C)=O